COC(=O)C1OC1 cis-(methoxycarbonyl)oxirane